CN(C=1C=C2C=CC(=CC2=CC1)C(=O)N)C 6-dimethylaminonaphthalene-2-carboxamide